OC1CCC(CC1)N1CCN(CC1)C(=O)OC(C)(C)C tert-butyl 4-((1s,4s)-4-hydroxycyclohexyl)piperazine-1-carboxylate